C[C@@H]1[C@H](NNCC1)C(=O)O (3S,4S)-4-Methylhexahydropyridazine-3-carboxylic acid